ON=NC1=CC=C(C(=O)O)C=C1 p-hydroxyazo-benzoic acid